OC1=C(C(NC=2CCCCC12)=O)C(=O)N 4-hydroxy-2-oxo-5,6,7,8-tetrahydro-1H-quinoline-3-carboxamide